FC1=C(C=CC=C1F)CN1C(CCC1=O)CC(=O)OC(C)C(C)C 3-methylbutan-2-yl 2-[1-[(2,3-difluorophenyl)methyl]-5-oxopyrrolidin-2-yl]acetat